methyl 2-(1-(N-(2-methoxy-2-oxoethyl)-4-methylbenzenesulfonylamino) ethyl)-4-phenoxybenzoate COC(CN(C(C)C1=C(C(=O)OC)C=CC(=C1)OC1=CC=CC=C1)S(=O)(=O)C1=CC=C(C=C1)C)=O